(2-Chloro-3-methoxyphenyl)-[(3S,9aS)-3-[5-fluoro-4-(trifluoromethyl)-2-pyridyl]-3,4,6,7,9,9a-hexahydro-1H-pyrazino[2,1-c][1,4]oxazin-8-yl]methanon ClC1=C(C=CC=C1OC)C(=O)N1C[C@H]2CO[C@@H](CN2CC1)C1=NC=C(C(=C1)C(F)(F)F)F